(2-(1H-indole-3-yl)acetyl)cysteine N1C=C(C2=CC=CC=C12)CC(=O)N[C@@H](CS)C(=O)O